IC1=CC=2C3(C4=CC(=C(C(=C4OC2C(=C1[O-])I)I)[O-])I)OC(C1=C3C=CC=C1)=O 2',4',5',7'-tetraiodo-3-oxospiro[2-benzofuran-1,9'-xanthene]-3',6'-diolate